ClC(C)OC(=O)OC1=C2C(OCC2=C(C(=C1C/C=C(/CCC(=O)OC)\C)OC)C)=O Methyl (E)-6-(4-(((1-chloroethoxy)carbonyl)oxy)-6-methoxy-7-methyl-3-oxo-1,3-dihydro-isobenzofuran-5-yl)-4-methylhex-4-enoate